C(CCCCCCC\C=C\C=CCCCC)O (E)-9,11-hexadecadien-1-ol